CN1OC2(CCCC2)C2C1C(CC(C2)C)C 1,5,7-trimethylhexahydro-1H-spiro[benzo[c]isoxazole-3,1'-cyclopentane]